C(C)(C)(C)OC(=O)NC=1SC=C(N1)/C(/C(=O)O)=N/OC1(CC1)C(=O)OC(C)(C)C (2Z)-{2-[(tert-butoxycarbonyl)amino]-1,3-thiazol-4-yl}({[1-(tert-butoxycarbonyl)cyclopropyl]oxy}imino)acetic acid